C(C1=CC=CC=C1)OC1CC(N2N=C(N=C21)C(=O)OCC)C(CC)O ethyl 7-benzyloxy-5-(1-hydroxypropyl)-6,7-dihydro-5H-pyrrolo[1,2-b][1,2,4]triazole-2-carboxylate